(4-((1-methoxypropan-2-yl)oxy)-2-methylphenyl)methanone O-acetyloxime C(C)(=O)ON=CC1=C(C=C(C=C1)OC(COC)C)C